FC1=C(C=C(C=C1)NC(C=C)=O)NC1=NC(=NC=C1C1=CC(=C(C=C1)C)F)NC=1C=NN(C1)C N-(4-fluoro-3-((5-(3-fluoro-4-methylphenyl)-2-((1-methyl-1H-pyrazol-4-yl)amino)pyrimidin-4-yl)amino)phenyl)acrylamide